ClC=1C(=NC(=NC1)N1CCN(C[C@H](C1)C)C)NC1=CC=2C3=C(C(N(C2C=C1)C)=O)OCC([C@@H](N3)C3CC3)(F)F (S)-10-((5-Chloro-2-((R)-4,6-dimethyl-1,4-diazepan-1-yl)pyrimidin-4-yl)amino)-2-cyclopropyl-3,3-difluoro-7-methyl-1,2,3,4-tetrahydro-[1,4]oxazepino[2,3-c]chinolin-6(7H)-on